COC1=C(C=C(C=C1)OC)CC=O (2,5-dimethoxy-phenyl)acetaldehyde